5-(trifluoromethyl)dispiro[isoindoline-1,1'-cyclohexane-4',2''-[1,3]dioxolan]-3-one FC(C=1C=C2C(NC3(CCC4(OCCO4)CC3)C2=CC1)=O)(F)F